5,5-Bis(ethoxycarbonyl)-2,2-bis(4-fluorophenyl)azelaic acid C(C)OC(=O)C(CCC(C(=O)O)(C1=CC=C(C=C1)F)C1=CC=C(C=C1)F)(CCCC(=O)O)C(=O)OCC